tert-Butyl (2-((2-((7-bromo-6-chloro-4-hydroxyquinazolin-5-yl)oxy)ethyl)amino)ethyl)(methyl)carbamate BrC1=C(C(=C2C(=NC=NC2=C1)O)OCCNCCN(C(OC(C)(C)C)=O)C)Cl